5-(isopropoxy)-7-oxo-bicyclo[2.2.1]Hept-2-ene C(C)(C)OC1C2C=CC(C1)C2=O